(1-(4-amino-5-bromo-6-(1H-pyrazol-1-yl)pyrimidin-2-yl)-1H-pyrazol-4-yl)boronic acid NC1=NC(=NC(=C1Br)N1N=CC=C1)N1N=CC(=C1)B(O)O